C1(CCCCCC1)CNC(=O)C1C=2C=CC=NC2C(CC1)=O N-(cycloheptylmethyl)-8-oxo-5,6,7,8-tetrahydro-quinoline-5-carboxamide